(cis)-1-benzyl 5-tert-butyl 3a-fluoropyrrolo[3,4-b]Pyrrole-1,5-dicarboxylate FC12C(N(C=C1)C(=O)OCC1=CC=CC=C1)=CN(C2)C(=O)OC(C)(C)C